C(C(O)CO)OCCCCCCCC(C)C monoisodecyl glyceryl ether